COC1=CC=C(C=C1)CNC1=NN(C2=C1C=NC=C2NC(C(N2[C@H](CC[C@@H](C2)C)C=2C=CC1=C(N=CS1)C2)=O)=O)COCC[Si](C)(C)C |r| N-[3-[(4-methoxyphenyl)methylamino]-1-(2-trimethylsilylethoxymethyl)pyrazolo[4,3-c]pyridin-7-yl]-2-oxo-2-[rac-(2R,5S)-2-(1,3-benzothiazol-5-yl)-5-methyl-1-piperidyl]acetamide